1-((4-((4-((5-Methyl-1H-pyrazol-3-yl)amino)quinazolin-2-yl)amino)piperidin-1-yl)sulfonyl)azetidine-3-carbonitrile CC1=CC(=NN1)NC1=NC(=NC2=CC=CC=C12)NC1CCN(CC1)S(=O)(=O)N1CC(C1)C#N